chloro-N-ethyl-N-methyl-5-(3-(2-oxotetrahydropyrimidin-1(2H)-yl)phenyl)-1H-pyrrolo[2,3-b]pyridine-3-carboxamide ClN1C=C(C=2C1=NC=C(C2)C2=CC(=CC=C2)N2C(NCCC2)=O)C(=O)N(C)CC